ClC1=CC=C(C(=N1)C(=O)O)N[C@H](C)C1=C2N=C(C(=NC2=CC(=C1)C)C#N)N1CC2C(C(C1)C2)(F)F 6-chloro-3-(((1R)-1-(2-cyano-3-(6,6-difluoro-3-azabicyclo[3.1.1]heptan-3-yl)-7-methylquinoxalin-5-yl)ethyl)amino)picolinic acid